titanium formamidine C(=N)N.[Ti]